1-Methyl-4-[4-(5-methyl-1,3-benzoxazol-2-yl)piperidin-1-yl]-2-oxo-7-(trifluoromethyl)-1,2-dihydroquinoline-3-carboxamide CN1C(C(=C(C2=CC=C(C=C12)C(F)(F)F)N1CCC(CC1)C=1OC2=C(N1)C=C(C=C2)C)C(=O)N)=O